BrC1=C(C2=C(N(N=N2)C)C(=C1)C=O)C 5-Bromo-1,4-dimethyl-1H-benzotriazole-7-carbaldehyde